8-(2-methyl-5-((6-(trifluoromethyl)-1H-benzo[d]imidazol-2-yl)amino)phenyl)-2',3',5',6'-tetrahydro-3H-spiro[benzo[b][1,4]oxazepine-2,4'-pyran]-4(5H)-one CC1=C(C=C(C=C1)NC1=NC2=C(N1)C=C(C=C2)C(F)(F)F)C=2C=CC1=C(OC3(CCOCC3)CC(N1)=O)C2